C(C)OC(C(C)(C)SC=1C=C2C=CN(C2=CC1)C(=O)OC(C)(C)C)=O tert-Butyl 5-((1-ethoxy-2-methyl-1-oxopropan-2-yl)thio)-1H-indole-1-carboxylate